FCC1CN(C1)CCOC1=CC=C(C=C1)C(=O)C1=C(C=NC2=CC(=CC=C12)O)C1=C(C(=CC=C1)C(F)(F)F)F (4-{2-[3-(Fluoromethyl)azetidin-1-yl]ethoxy}phenyl){3-[2-fluoro-3-(trifluoromethyl)phenyl]-7-hydroxyquinolin-4-yl}methanone